FC(C(=O)OCC)(CC(C(C1=CC=CC=C1)=O)C1=CC=C(C=C1)F)F ethyl 2,2-difluoro-4-(4-fluorophenyl)-5-oxo-5-phenylpentanoate